C(CCCCCCCCCCCCCCCCCCC)OC(CCCCCCCCCCCCC)=O myristic acid arachidyl ester